3-(4-methoxybenzyl)-2,8-dimethyl-4-oxo-6-((tetrahydro-2H-pyran-4-yl)methyl)-3,4-dihydropyrido[3,4-d]pyrimidine-5-carbonitrile COC1=CC=C(CN2C(=NC3=C(C2=O)C(=C(N=C3C)CC3CCOCC3)C#N)C)C=C1